(3-cyano-3-hydroxypropyl)methylphosphinat C(#N)C(CCP([O-])(=O)C)O